Acryloyl-acrylamide C(C=C)(=O)C(C(=O)N)=C